ClC=1N=C(C=2N=C(N(C(C2N1)=O)C)C(F)F)C1CCC(CC1)(F)F 6-chloro-8-(4,4-difluorocyclohexyl)-2-(difluoromethyl)-3-methyl-pyrimido[5,4-d]pyrimidin-4-one